1-(4-chloro-1H-indol-6-yl)-3-(1-(pyridin-4-yl)ethyl)urea ClC1=C2C=CNC2=CC(=C1)NC(=O)NC(C)C1=CC=NC=C1